OC(C)(C)C1=NNC(C=2N1C1=C(C2)C=CS1)=O 8-(2-hydroxy-propan-2-yl)thieno[3',2':4,5]pyrrolo[1,2-d][1,2,4]triazin-5(6H)-one